C1(=CC=CC=C1)S(=O)(=O)N1C=C(C=2C1=NC(=CC2)C2=NOC(=N2)C)C2=NC(=NC=C2C(F)(F)F)N[C@@H]2CC[C@H](N(C2)C(=O)OCC2=CC=CC=C2)C Benzyl (2R,5R)-5-[[4-[1-(benzenesulfonyl)-6-(5-methyl-1,2,4-oxadiazol-3-yl)pyrrolo[2,3-b]pyridin-3-yl]-5-(trifluoromethyl)pyrimidin-2-yl]amino]-2-methyl-piperidine-1-carboxylate